N1C(=NC=C1)CNC(O[C@@H]1CC[C@H](CC1)C(N(C[C@@H]1CC[C@H](CC1)C1=CC(=C(C=C1)OC)C)C1=CC(=CC=C1)C=1C=NN(C1)C1CC1)=O)=O trans-4-((3-(1-Cyclopropyl-1H-pyrazol-4-yl)phenyl) ((trans-4-(4-methoxy-3-methylphenyl)-cyclohexyl)methyl)carbamoyl)cyclohexyl ((1H-imidazol-2-yl)methyl)carbamate